COC=1C=C2C(=CC=NC2=CC1OC)OC1=CC=C(C=C1)NC(=O)C1(CC1)C(=O)NC1=CC(=CC=C1)CN1CCOCC1 N-(4-{[6,7-bis(methyloxy)quinolin-4-yl]oxy}phenyl)-N'-[3-(morpholin-4-ylmethyl)phenyl]cyclopropane-1,1-dicarboxamide